7-Bromo-5-fluoro-4-methyl-2H-benzo[b][1,4]oxazine-3(4H)-one BrC=1C=C(C2=C(OCC(N2C)=O)C1)F